COCC1=NC2=C(N1)C=C(C=C2C(=O)NC=2SC=CC2)NC(=O)C2=C(C=CC=C2)C(F)(F)F 2-(methoxymethyl)-N-(thiophen-2-yl)-6-({[2-(trifluoromethyl)phenyl]carbonyl}amino)-1H-benzimidazole-4-carboxamide